4-methoxy-2,8-dimethyl-pyrido[2,3-d]Pyrimidin-7-one COC=1C2=C(N=C(N1)C)N(C(C=C2)=O)C